6-(3,9-diazabicyclo[3.3.1]nonan-3-yl)-2-(4,4-dimethylcyclohexen-1-yl)pyridin-3-amine C12CN(CC(CCC1)N2)C2=CC=C(C(=N2)C2=CCC(CC2)(C)C)N